FC1=C(C=CC=C1)COC1=CN2C(=C(C=C2C=C1)C)C(=O)N[C@H](C(=O)N)CO (2S)-2-({6-[(2-fluorophenyl)methoxy]-2-methylindolizin-3-yl}formamido)-3-hydroxypropanamide